N(=[N+]=[N-])C1=C(OC2=CC(=NC=N2)OC2=C(C=CC=C2)/C(/C(=O)OC)=C\OC)C=CC=C1 (E)-methyl 2-{2-[6-(2-azidophenoxy)-pyrimidin-4-yloxy]phenyl}-3-methoxyacrylate